Gallium zinc sulfide [S-2].[Zn+2].[Ga+3]